2-(4-methylphenyl)-9,10-di-(2-naphthyl)anthracene CC1=CC=C(C=C1)C1=CC2=C(C3=CC=CC=C3C(=C2C=C1)C1=CC2=CC=CC=C2C=C1)C1=CC2=CC=CC=C2C=C1